C(C)(C)C=1N=C(NC1)OC 4-iso-propyl-2-methoxy-1H-imidazole